C(C)(C)C=1C(=NNC1C=1C=C(C=2N(C1)N=CN2)OC)C2=NC=C(C(=C2)C)C2CCN(CC2)CC2COCC2 6-(4-isopropyl-3-(4-methyl-5-(1-((tetrahydrofuran-3-yl)methyl)piperidin-4-yl)pyridin-2-yl)-1H-pyrazol-5-yl)-8-methoxy-[1,2,4]triazolo[1,5-a]pyridine